C(C1=CC=CC=C1)N1C([C@@H](N[C@H](C1)C)COCC1=CC=CC=C1)=O (3S,5S)-1-benzyl-3-((benzyloxy)methyl)-5-methylpiperazin-2-one